4-[[(2-methyl-5-nitro-phenyl)sulfonylamino]methyl]benzoic acid CC1=C(C=C(C=C1)[N+](=O)[O-])S(=O)(=O)NCC1=CC=C(C(=O)O)C=C1